BrN1NC(=CC(=N1)C)C 2-Bromo-4,6-dimethyltriazine